C(=O)(O)C1=CC=C(C=C1)C1(CC(=CC(=C1)C1=CC=C(C=C1)C(=O)O)C1=CC=C(C=C1)C(=O)O)[Y].[Cd] cadmium 1,3,5-tris(4-carboxyphenyl)phenylyttrium